3-[(Cyclobutylamino)methyl]-1-[2-(difluoromethoxy)benzyl]-1H-indole-2-carboxylic acid C1(CCC1)NCC1=C(N(C2=CC=CC=C12)CC1=C(C=CC=C1)OC(F)F)C(=O)O